3-(8-(4-isocyanophenyl)-2,3,4,5-tetrahydro-1H-pyrido[4,3-b]indole-2-carbonyl)benzonitrile [N+](#[C-])C1=CC=C(C=C1)C1=CC=2C3=C(NC2C=C1)CCN(C3)C(=O)C=3C=C(C#N)C=CC3